BrC1=CC(=NC=C1)N1CCNCC1 1-(4-bromo-2-pyridyl)piperazine